FC=1C=C(C=C(C1)F)[C@H]1CCC=2N1C=C(N2)NC([C@@H](C)N2CCOCC2)=O (R)-N-((R)-5-(3,5-difluorophenyl)-6,7-dihydro-5H-pyrrolo[1,2-a]imidazol-2-yl)-2-morpholinopropanamide